CC(C[C@@H](CN1C(NC(C2=C1C=CN2)=O)=S)NC)C (S)-1-(4-methyl-2-(methylamino)pentyl)-2-thioxo-1,2,3,5-tetrahydro-4H-pyrrolo[3,2-d]pyrimidin-4-one